ClC=1C=C(C(=O)OO)C=CC1 m-chloroPeroxybenzoic acid